C(C1C(C(C(C(O1)OC2(C(C(C(O2)COP(=O)(O)O)O)O)CO)O)O)O)O.[K] Sucrose 6'-monophosphate dipotassium salt